methylphenyldiethylmethoxysilane CCO[Si](CC)(CC)C1=CC=CC=C1